C(C)OC(=O)/C(=C/C1=NC=C(C(=O)OC)C=C1[N+](=O)[O-])/CC methyl (E)-6-(2-(ethoxycarbonyl) but-1-en-1-yl)-5-nitronicotinate